2-((S)-1-acryloyl-4-((S)-2-fluoro-3-methyl-2'-(((S)-1-methylpyrrolidin-2-yl)methoxy)-5',8'-dihydro-6'H-spiro[indene-1,7'-quinazolin]-4'-yl)piperazin-2-yl)acetonitrile C(C=C)(=O)N1[C@H](CN(CC1)C1=NC(=NC=2C[C@]3(CCC12)C(=C(C1=CC=CC=C13)C)F)OC[C@H]1N(CCC1)C)CC#N